C(C1=CC=CC=C1)N1CC(CC1)(CC1=C(C=CC=C1)C(F)(F)F)CNC1=CC(=C(C=C1)CO)[N+](=O)[O-] (4-(((1-benzyl-3-(2-(trifluoromethyl)benzyl)pyrrolidin-3-yl)methyl)amino)-2-nitrophenyl)methanol